CC1=C(COCC(C)(C)NC(=O)C=2C=C3C(=NC2)CCC3)C=CC(=C1)C N-(1-((2,4-dimethylbenzyl)oxy)-2-methylpropan-2-yl)-6,7-dihydro-5H-cyclopenta[b]pyridine-3-carboxamide